CN1N=C(C(=C1)C)[C@]1(NC(NC1=O)=O)CNC(=O)C=1C(=CC=CC1)C1=CC=C(C=C1)C(F)(F)F |r| rac-N-{[4-(1,4-dimethyl-1H-pyrazol-3-yl)-2,5-dioxoimidazolidin-4-yl]methyl}-4'-(trifluoromethyl)[biphenyl]-2-carboxamide